NC=1N=CC(=NC1OC=1C=NN(C1)C1CCN(CC1)C)C=1C=C(C=C(C1)C(C)(C)C)S(=O)(=O)NC 3-(5-amino-6-((1-(1-methylpiperidin-4-yl)-1H-pyrazol-4-yl)oxy)pyrazin-2-yl)-5-(tert-butyl)-N-methylbenzenesulfonamide